7-methyl-N-(7-methyl-[1,2,4]triazolo[1,5-a]pyridin-6-yl)-8-oxo-9-(tetrahydro-2H-pyran-4-yl)-8,9-dihydro-7H-purine-2-carboxamide CN1C(N(C2=NC(=NC=C12)C(=O)NC=1C(=CC=2N(C1)N=CN2)C)C2CCOCC2)=O